ethyl rac-(4S,5R)-3-(3,4-difluoro-2-methoxyphenyl)-5-(difluoromethyl)-4,5-dimethyl-4,5-dihydrofuran-2-carboxylate FC=1C(=C(C=CC1F)C1=C(O[C@@]([C@H]1C)(C)C(F)F)C(=O)OCC)OC |r|